5-((6-(trifluoromethyl)pyridin-2-yl)amino)-3-(4-((trifluoromethyl)sulfonamido)phenyl)-1H-pyrazole-4-carboxamide FC(C1=CC=CC(=N1)NC1=C(C(=NN1)C1=CC=C(C=C1)NS(=O)(=O)C(F)(F)F)C(=O)N)(F)F